C(C1=CC=CC=C1)N1CC(CCC1)C1=CC=NC=2N1N=C(C2)C2=C(C=CC=C2)OC 7-(1-Benzylpiperidin-3-yl)-2-(2-methoxyphenyl)pyrazolo[1,5-a]pyrimidine